OC[C@@H](C)N1N=NN=C1C1=CC=CC(=N1)NC(=O)C1=C(C=C2CCN(CC2=C1)C(=O)OC(C)C)OC isopropyl (R)-7-((6-(1-(1-hydroxypropan-2-yl)-1H-tetrazol-5-yl)pyridin-2-yl)carbamoyl)-6-methoxy-3,4-dihydroisoquinoline-2(1H)-carboxylate